N1(N=CN=C1)CCNC1=C(C=CC(=C1)NC(C1=CC=CC=C1)=O)C1=CC=CC=C1 N-(2-((2-(1H-1,2,4-triazol-1-yl)ethyl)amino)-[1,1'-biphenyl]-4-yl)benzamide